2-(3,4-dimethoxyphenyl)-3-methyl-5-(4-(1-methyl-1,2,3,6-tetrahydropyridin-4-yl)phenyl)-1H-indole COC=1C=C(C=CC1OC)C=1NC2=CC=C(C=C2C1C)C1=CC=C(C=C1)C=1CCN(CC1)C